BrC=1SC2=C(C1CCCO)C=CC=C2 3-(2-bromobenzothien-3-yl)propan-1-ol